FC=1C=CC(=C(\C=N\[S@](=O)C(C)(C)C)C1)O (R,E)-N-(5-fluoro-2-hydroxybenzylidene)-2-methylpropane-2-sulfinamide